2-(tributylstannyl)oxazol C(CCC)[Sn](C=1OC=CN1)(CCCC)CCCC